4-(9H-purin-6-yl)morpholine N1=CN=C2NC=NC2=C1N1CCOCC1